C(#N)C1=CC=C(C=N1)NC(=O)C=1C=NN2C1C(N(C=C2C)C2=C(C=CC=C2)OCC(F)(F)F)=O N-(6-cyanopyridin-3-yl)-7-methyl-4-oxo-5-[2-(2,2,2-trifluoroethoxy)phenyl]-4,5-dihydropyrazolo[1,5-a]pyrazine-3-carboxamide